N(=C=S)CCCCSC1=C(C=CC=C1)C1=CC=CC=C1 2-((4-isothiocyanatobutyl)sulfanyl)-1,1'-biphenyl